2-(2,6-dioxopiperidin-3-yl)-5-(2-(2-(2-((5-((1E,3E)-4-(6-methoxybenzo[d]thiazol-2-yl)buta-1,3-dien-1-yl)pyridin-2-yl)oxy)ethoxy)ethoxy)ethoxy)isoindoline-1,3-dione O=C1NC(CCC1N1C(C2=CC=C(C=C2C1=O)OCCOCCOCCOC1=NC=C(C=C1)\C=C\C=C\C=1SC2=C(N1)C=CC(=C2)OC)=O)=O